Tert-butyl (1R,5S,6s)-6-((4-(2-(((benzyloxy)carbonyl)amino)propan-2-yl)-6-chloropyridin-2-yl)oxy)-3-azabicyclo[3.1.0]hexane-3-carboxylate C(C1=CC=CC=C1)OC(=O)NC(C)(C)C1=CC(=NC(=C1)Cl)OC1[C@@H]2CN(C[C@H]12)C(=O)OC(C)(C)C